2-Acetyl-4-morpholino-1,2-dihydro-phthalazine-1-carbonitrile C(C)(=O)N1C(C2=CC=CC=C2C(=N1)N1CCOCC1)C#N